5-bromo-7-azaindole magnesium [Mg].BrC=1C=C2C=CNC2=NC1